FC1=CC(=C(C=C1)CC1CC2(CN(C2)C(=O)N2C[C@H](CC2)C2=NC=NN2)C1)S(=O)(=O)C [6-[(4-Fluoro-2-methylsulfonyl-phenyl)methyl]-2-azaspiro[3.3]heptan-2-yl]-[(3S)-3-(1H-1,2,4-triazol-5-yl)pyrrolidin-1-yl]methanone